N-[[6-[[(2-cyano-2-methyl-propyl)amino]methyl]imidazo[1,2-a]pyridin-2-yl]methyl]-4-oxo-pyrido[1,2-a]pyrimidine-2-carboxamide C(#N)C(CNCC=1C=CC=2N(C1)C=C(N2)CNC(=O)C=2N=C1N(C(C2)=O)C=CC=C1)(C)C